ClC1=C(C(=CC=C1Cl)O)[C@@H]1CC(N(C1)C1CN(C1)CCO)=O (4S)-4-(2,3-dichloro-6-hydroxyphenyl)-1-[1-(2-hydroxyethyl)azetidin-3-yl]pyrrolidin-2-one